methyl 3-chloro-5-[(4,6-dimethoxypyrimidin-2-yl) carbamoylsulfamoyl]-1-methylpyrazole-4-carboxylate ClC1=NN(C(=C1C(=O)OC)S(NC(NC1=NC(=CC(=N1)OC)OC)=O)(=O)=O)C